4-methylpyridine-2(1H)-thione CC1=CC(NC=C1)=S